N,N-dimethyl-4-(5-(4-(2-oxopyrrolidin-1-yl)phenyl)pyridin-3-yl)-1H-pyrrolo[2,3-b]pyridine-2-carboxamide CN(C(=O)C1=CC=2C(=NC=CC2C=2C=NC=C(C2)C2=CC=C(C=C2)N2C(CCC2)=O)N1)C